6,7-dichloro-5-(2-fluoro-5-hydroxyphenyl)-1-methyl-1,3-dihydro-2H-benzo[e][1,4]diazepin-2-one ClC1=C(C=CC=2N(C(CN=C(C21)C2=C(C=CC(=C2)O)F)=O)C)Cl